N(=[N+]=[N-])C=1C=C(C(C(=O)NCCSSCCNC(C=2C(O)=CC(=CC2)N=[N+]=[N-])=O)=CC1)O bis[beta-(4-azidosalicylamido) ethyl] disulfide